FC1=C(C=CC=C1)N(C(C(C)OC1=CC=C(C=C1)O)=O)C N-(2-fluorophenyl)-2-(4-hydroxyphenoxy)-N-methylpropanamide